gamma-methacrylamidopropyl-trimethoxysilane C(C(=C)C)(=O)NCCC[Si](OC)(OC)OC